(R)-N-(5-(tert-butyl)-1-(1-methylpyrrolidin-3-yl)-1H-pyrazol-3-yl)-7-chloro-1-methyl-6-(thiazolo[5,4-b]pyridin-6-yloxy)-1H-imidazo[4,5-b]pyridin-2-amine C(C)(C)(C)C1=CC(=NN1[C@H]1CN(CC1)C)NC=1N(C=2C(=NC=C(C2Cl)OC=2C=C3C(=NC2)SC=N3)N1)C